N-(5-(2-(1-isopropyl-pyrrolidin-3-yl)acetamido)-2-methylpyridin-3-yl)-2-(1-(2-methoxyethyl)-1H-pyrazol-4-yl)pyrazolo[5,1-b]Thiazole-7-carboxamide C(C)(C)N1CC(CC1)CC(=O)NC=1C=C(C(=NC1)C)NC(=O)C=1C=NN2C1SC(=C2)C=2C=NN(C2)CCOC